C(#N)C1=CNC2=C(C=CC(=C12)C)NC(OC(C)(C)C)=O Tert-butyl N-(3-cyano-4-methyl-1H-indol-7-yl)carbamate